2-(4-butylphenyl)-2-((1E,3Z)-4-chloro-4-(4-(trifluoromethyl)phenyl)buta-1,3-dien-1-yl)-1,3-dithiane C(CCC)C1=CC=C(C=C1)C1(SCCCS1)\C=C\C=C(\C1=CC=C(C=C1)C(F)(F)F)/Cl